5-(benzyloxy)-6-(1,3-dioxolan-2-yl)-N-(2-(4-methylpiperazin-1-yl)ethyl)pyridin C(C1=CC=CC=C1)OC=1C=CCN(C1C1OCCO1)CCN1CCN(CC1)C